(4R,5'S,7a'R)-3-methyl-5'-phenyl-1-([1,2,4]triazolo[1,5-a]pyridin-5-yl)tetrahydro-3'H-spiro[piperidine-4,2'-pyrrolo[2,1-b][1,3]oxazol]-3'-one CC1CN(CC[C@]12C(N1[C@H](O2)CC[C@H]1C1=CC=CC=C1)=O)C1=CC=CC=2N1N=CN2